4-[2-[4-[1-(3,4-difluorophenyl)-5-methyl-pyrazol-3-yl]piperazin-1-yl]ethyl]morpholine FC=1C=C(C=CC1F)N1N=C(C=C1C)N1CCN(CC1)CCN1CCOCC1